ClCC1=C(C=C(C=C1)NC(C1=CC(=C(C=C1)C)C#CC1=CN=C2N1N=CC=C2)=O)C(F)(F)F N-[4-(chloromethyl)-3-(trifluoromethyl)phenyl]-3-(2-[imidazo[1,2-b]pyridazin-3-yl]ethynyl)-4-methylbenzamide